ClC1=NC=C(C(=N1)NC1=NNC=C1)Cl 2,5-dichloro-N-(1H-pyrazol-3-yl)pyrimidin-4-amine